O=C1NC(CCC1N1C(C2=CC=C(C=C2C1=O)N1CCN(CC1)C(=O)C=1C2=C(NC1C)\C(\CC2)=C\2/C(NC1=CC=C(C=C21)F)=O)=O)=O (Z)-2-(2,6-dioxopiperidin-3-yl)-5-(4-(6-(5-fluoro-2-oxoindolin-3-ylidene)-2-methyl-1,4,5,6-tetrahydrocyclopenta[b]pyrrole-3-carbonyl)piperazin-1-yl)isoindoline-1,3-dione